2-acetyl-1,4-bis[(4-methoxybenzenesulfonyl)amino]naphthalene C(C)(=O)C1=C(C2=CC=CC=C2C(=C1)NS(=O)(=O)C1=CC=C(C=C1)OC)NS(=O)(=O)C1=CC=C(C=C1)OC